tert-butyl (S)-3-(6-((5-(difluoromethoxy)-1H-pyrazol-3-yl)amino)pyrazin-2-yl)piperidine-1-carboxylate FC(OC1=CC(=NN1)NC1=CN=CC(=N1)[C@@H]1CN(CCC1)C(=O)OC(C)(C)C)F